O1C=CC2=C1C(=CC=C2)C2(CC2)C=2C(=C(C(=O)N)C=C(C2)OCCN(C)C)C (1-(Benzofuran-7-yl)cyclopropyl)-5-(2-(dimethylamino)ethoxy)-2-methylbenzamide